OC(C(=O)[O-])C(CC)(C)O 2,3-dihydroxy-3-methylpentanoate